dodecyl-2-N,N-dimethylaminopropionate CCCCCCCCCCCCOC(=O)[C@H](C)N(C)C